tert-butyl 3-(6-bromo-7-chloro-5-fluoro-3,4-dimethyl-1-isoquinolyl)-3,8-diazabicyclo[3.2.1]octane-8-carboxylate BrC=1C(=C2C(=C(N=C(C2=CC1Cl)N1CC2CCC(C1)N2C(=O)OC(C)(C)C)C)C)F